N1=CC=C(C=C1)CCC=O 3-PYRIDIN-4-YL-PROPIONALDEHYDE